BrC=1C=C2CN(C(C2=CC1)=O)CCC=C 5-bromo-2-(but-3-en-1-yl)isoindolin-1-one